2-methyl-N-((5-methyl-6-(2,2,2-trifluoroethoxy)pyridin-2-yl)methyl)propane-2-sulfinamide CC(C)(C)S(=O)NCC1=NC(=C(C=C1)C)OCC(F)(F)F